CS(=O)(=O)C1=CN=C(S1)C=1C(=C2C(=NC1)N(C=C2)COCC[Si](C)(C)C)N[C@H]2CN(CCC2)C(=O)OC(C)(C)C tert-butyl (R)-3-((5-(5-(methylsulfonyl)thiazol-2-yl)-1-((2-(trimethylsilyl)ethoxy)methyl)-1H-pyrrolo[2,3-b]pyridin-4-yl)amino)piperidine-1-carboxylate